6-[(3R)-3-(dimethylamino)pyrrolidin-1-yl]-2,8-dimethyl-N-{(1R)-1-[3-(trifluoromethyl)phenyl]ethyl}pyrido[3,4-d]pyrimidin-4-amine CN([C@H]1CN(CC1)C1=CC2=C(N=C(N=C2N[C@H](C)C2=CC(=CC=C2)C(F)(F)F)C)C(=N1)C)C